O.C(=O)(O)C(O)C(O)C(=O)O.C(=O)(O)C(O)C(O)C(=O)O monotartrate hemihydrate